1-Cyano-N-(4-phenylpyridin-2-yl)piperidine-3-carboxamide C(#N)N1CC(CCC1)C(=O)NC1=NC=CC(=C1)C1=CC=CC=C1